The molecule is a member of morpholines, an anthracycline antibiotic, a primary alpha-hydroxy ketone and a tertiary alpha-hydroxy ketone. It derives from a doxorubicin. C[C@H]1[C@H]([C@H](C[C@@H](O1)O[C@H]2C[C@@](CC3=C2C(=C4C(=C3O)C(=O)C5=C(C4=O)C(=CC=C5)OC)O)(C(=O)CO)O)N6CCO[C@@H](C6)OC)O